C1(=CC(=CC=C1)OB(O)O)C1=CC(=CC=C1)C1=CC=CC=C1 [1,1':3',1''-terphenyl]-3-yl-boric acid